CS(=O)(=O)[O-].C(CCCCCCCCCC)[NH+]1CCC(CC1)CCCC 1-Undecyl-4-butylpiperidinium methansulfonat